5-nitro-6-prop-2-ynoxy-1H-indazole [N+](=O)([O-])C=1C=C2C=NNC2=CC1OCC#C